FC=1C=C(C=CC1C1=NOC(=N1)C(F)(F)F)COC1=CC=C2C=NC=NC2=C1 7-({3-fluoro-4-[5-(trifluoromethyl)-1,2,4-oxadiazol-3-yl]phenyl}methoxy)quinazoline